C(C)(C)C=1N=C(SC1C=O)C1=CC=C(C=C1)C(F)(F)F 4-isopropyl-2-(4-(trifluoromethyl)phenyl)thiazole-5-formaldehyde